Ornithine-d7 N([C@@](C(C(CN)([2H])[2H])([2H])[2H])(C(=O)O)[2H])([2H])[2H]